C(C(C(C(F)(F)F)(F)F)(F)F)O 2,3,3,4,4,4-heptafluoro-1-butanol